2-hydroxy-4-Oxa-6,7,8,9-tetrahydro-4H-pyridino[1,2-a]pyrimidine-3-carboxamide OC=1N=C2N(OC1C(=O)N)CCCC2